COC=1C(=CC(=NC1)C(F)(F)F)CO (5-methoxy-2-(trifluoromethyl)pyridin-4-yl)methanol